Cl[Si]1(C[SiH](CCC1)CCCC)CCCC 1-chloro-1,3-dibutyl-1,3-disilacyclohexane